chloro-2-(3,4-dichlorophenyl)-1,2-dihydro-2,3,7-triaza-1-bora-1-naphthol ClC1=NN(B(C2=CN=CC=C12)O)C1=CC(=C(C=C1)Cl)Cl